ClC1=CC=C(C=C1)C=1NC(=C(C1C#N)Br)C(F)(F)F 2-(p-chloro-phenyl)-3-cyano-4-bromo-5-trifluoromethylpyrrole